O[C@H]1CN(CC1)C=1C=C2C3=NNC4=CC=C(OCCCNC(OCC(C1)=C2)=O)C=C34 4-[(3R)-3-hydroxypyrrolidin-1-yl]-8,14-dioxa-10,19,20-triazatetracyclo[13.5.2.12,6.018,21]tricosa-1(20),2,4,6(23),15,17,21-heptaen-9-one